pentaneAmide C(CCCC)(=O)N